(2s,4r)-2-((1H-1,2,3-triazol-1-yl)methyl)-4-(5-(2-chloro-5-(trifluoromethoxy)phenyl)-1,3,4-oxadiazole-2-carboxamido)pyrrolidine-1-carboxylic acid tert-butyl ester C(C)(C)(C)OC(=O)N1[C@@H](C[C@H](C1)NC(=O)C=1OC(=NN1)C1=C(C=CC(=C1)OC(F)(F)F)Cl)CN1N=NC=C1